tert-butyl 4-((2-fluoro-6-(4-(methoxycarbonyl)phenyl)-7-azaspiro[3.5]nonan-7-yl)methyl)-5-methoxy-7-methyl-1H-indole-1-carboxylate FC1CC2(C1)CC(N(CC2)CC2=C1C=CN(C1=C(C=C2OC)C)C(=O)OC(C)(C)C)C2=CC=C(C=C2)C(=O)OC